methanol-d1 isopropyl-(trans-4-(5-(2-(N-(tert-butyl)sulfamoyl)-4-(2-methylthiazol-5-yl)phenyl)thiazol-2-yl)cyclohexyl)carbamate C(C)(C)N(C(O)=O)[C@@H]1CC[C@H](CC1)C=1SC(=CN1)C1=C(C=C(C=C1)C1=CN=C(S1)C)S(NC(C)(C)C)(=O)=O.CO[2H]